BrCC=1N=C(OC1C1=CC(=CC(=C1)F)F)C 4-(bromomethyl)-5-(3,5-difluorophenyl)-2-methyl-1,3-oxazole